thenylcyclohexenecarboxylic acid C1(=CC=CS1)CC1=C(CCCC1)C(=O)O